2-((7-(2-fluoro-4-hydroxy-3-isopropylbenzyl)-6-methyl-2,3-dihydro-1H-inden-4-yl)oxy)-N,N-dimethylacetamide FC1=C(CC=2C(=CC(=C3CCCC23)OCC(=O)N(C)C)C)C=CC(=C1C(C)C)O